α,α,α-tris(methylthio)toluene CSC(C1=CC=CC=C1)(SC)SC